3-trifluoromethyl-4-methylbenzoic acid FC(C=1C=C(C(=O)O)C=CC1C)(F)F